(S)-5-(2-((tert-Butyldimethylsilyl)oxy)ethyl)-1,2,5-thiadiazolidine-3-carboxylic acid methyl ester 1,1-dioxide COC(=O)[C@H]1NS(N(C1)CCO[Si](C)(C)C(C)(C)C)(=O)=O